4,6-dichloro-8-fluoro-7-(2-fluorophenyl)quinazoline ClC1=NC=NC2=C(C(=C(C=C12)Cl)C1=C(C=CC=C1)F)F